C[C@@H]1CC[C@H](CC1)[C@@H](C(NC1=CC=C(C=C1)C1CCOCC1)=O)NC(OC(C)(C)C)=O tert-Butyl N-{(1S)-1-(trans-4-methylcyclohexyl)-2-oxo-2-[4-(tetrahydropyran-4-yl)-anilino]ethyl}carbamate